5-cyclopropyl-2-(ethylthio)-3-(5-(2,2,3,3,3-pentafluoropropoxy)pyrazin-2-yl)pyrazolo[1,5-a]pyrimidine C1(CC1)C1=NC=2N(C=C1)N=C(C2C2=NC=C(N=C2)OCC(C(F)(F)F)(F)F)SCC